FC=1C=C(OC2=C(C3=C(CN(S3)CC3=CC=C(C=C3)OC)C=C2)C)C=C(C1)F 6-(3,5-difluorophenoxy)-2-(4-methoxybenzyl)-7-methylbenzo[d]isothiazole